FC1=C(CN2C(N(C(C3=C2SC(=C3C)C3=CC=C(C=C3)[N+](=O)[O-])=O)C3CCS(CC3)(=O)=O)=O)C(=CC=C1)F 1-(2,6-difluorobenzyl)-3-(1,1-dioxotetrahydro-2H-thiopyran-4-yl)-5-methyl-6-(4-nitrophenyl)thieno[2,3-d]pyrimidine-2,4(1H,3H)-dione